2,2'-dichlorodiphenyldisulfide C1=CC=C(C(=C1)SSC2=CC=CC=C2Cl)Cl